2-oxo-N-(piperidin-4-yl)-1H-pyridine-4-carboxamide O=C1NC=CC(=C1)C(=O)NC1CCNCC1